Cyanoketoprofen C(#N)C(C(O)=O)(C)C1=CC(C(=O)C2=CC=CC=C2)=CC=C1